C(C(C)C)C(C(=O)O)=C ISOBUTYL-ACRYLIC ACID